NC1=CC=CC2=C1SC(=C2Br)C(F)(F)P(OCC)(OCC)=O diethyl ((7-amino-3-bromobenzo[b]thiophen-2-yl)difluoromethyl)phosphonate